methyl 2-chloro-3-ethylimidazo[1,2-a]pyridine-7-carboxylate ClC=1N=C2N(C=CC(=C2)C(=O)OC)C1CC